CC(C(=O)OCC)(C(CCCCCC)=O)C ethyl 2,2-dimethyl-3-oxononanoate